(R)-5-(5-ethyl-1,3,4-oxadiazol-2-yl)-2,3-dihydro-1H-inden-1-amine hydrochloride Cl.C(C)C1=NN=C(O1)C=1C=C2CC[C@H](C2=CC1)N